COC1=CC=C(C=C1)C1=CC(=NN1)NC=1C=C(C=CC1)O 3-((5-(4-methoxyphenyl)-1H-pyrazol-3-yl)amino)phenol